2-methyl-4'-(methylthio)-2-morpholiniopropiophenone CC(C(=O)C1=CC=C(C=C1)SC)(C)[NH+]1CCOCC1